NC=1C(=C(C2=C(OC(O2)(F)F)C1)C#N)C(C1=C(C=CC(=C1)F)Cl)=O 6-amino-5-(2-chloro-5-fluorobenzoyl)-2,2-difluorobenzo[d][1,3]dioxole-4-carbonitrile